CC=1C=2N(C=C(N1)C)N=C(C2)C=2N=C1N(C(C2)=O)C=C(C=C1)N1C[C@@H]2CNC[C@@H]2C1 2-(4,6-dimethylpyrazolo[1,5-a]pyrazin-2-yl)-7-[(3aR,6aS)-hexahydropyrrolo[3,4-c]pyrrol-2(1H)-yl]-4H-pyrido[1,2-a]pyrimidin-4-one